(isopropyl)(methylimino)-lambda6-sulfane C(C)(C)[SH3]=NC